BrC1=CC=C2C3(CC=4C(=NOC4C2=C1)NS(=O)(=O)C1=CC(=C(C(=O)NC)C=C1OC)C)CC3 4-({8'-bromo-4'H-spiro[cyclopropane-1,5'-naphtho[2,1-d][1,2]oxazol]-3'-yl}sulfamoyl)-5-methoxy-N,2-dimethylbenzamide